(S)-4-(cyclopropyl-(4-(5,6,7,8-tetrahydro-1,8-naphthyridin-2-yl)butyl)amino)-2-(quinazolin-4-ylamino)butanoic acid C1(CC1)N(CC[C@@H](C(=O)O)NC1=NC=NC2=CC=CC=C12)CCCCC1=NC=2NCCCC2C=C1